C1(CCCC1)N1C(C(=CC2=C1N=C(N=C2)NC=2SC=C(N2)C2CCNCC2)C#N)=O 8-cyclopentyl-7-oxo-2-((4-(piperidin-4-yl)thiazol-2-yl)amino)-7,8-dihydropyrido[2,3-d]pyrimidine-6-carbonitrile